C12CCCC(CCC1)B2CCCCN(C(OC(C)(C)C)=O)C(=O)OC(C)(C)C tert-butyl N-[4-(9-borabicyclo[3.3.1]nonan-9-yl)butyl]-N-tert-butoxycarbonyl-carbamate